O[C@]([C@H](/C=C/[C@@H]([C@H](C=O)\C(\C)=C\C=C\C(CC1=NC=CC=C1)C)C)OC(C)=O)(CC[C@@H](CC=O)O)C Acetic acid [(2s,3s,4e,6s,7s,10s)-7,10-dihydroxy-3,7-dimethyl-2-[(2e,4e)-6-methyl-7-pyridin-2-ylhept-2,4-dien-2-yl]-12-oxo-1-oxododec-4-en-6-yl] ester